2-(5-(8-(2-((7-azaspiro[3.5]nonan-2-yl)oxy)pyridin-4-yl)-3,8-diazabicyclo[3.2.1]octan-3-yl)-6-aminopyridazin-3-yl)phenol C1C(CC12CCNCC2)OC2=NC=CC(=C2)N2C1CN(CC2CC1)C=1C=C(N=NC1N)C1=C(C=CC=C1)O